2-(ethoxycarbonyl)-1-(4-fluorophenyl)-3-methyl-5-oxopyrrolidine-2-carboxylic acid C(C)OC(=O)C1(N(C(CC1C)=O)C1=CC=C(C=C1)F)C(=O)O